C(CCCCCC)OCCCCCN 5-heptyloxypentylamine